2-(2-aminothiazol-4-yl)-2-(4-methoxyphenyl)propan-1-ol pyrrole-1-carboxylate N1(C=CC=C1)C(=O)OCC(C)(C1=CC=C(C=C1)OC)C=1N=C(SC1)N